5-bromo-2-[3-chloro-6-(trifluoromethyl)-1H-pyrrolo[3,2-b]pyridin-2-yl]-3-(ethanesulfonyl)pyridine BrC=1C=C(C(=NC1)C1=C(C2=NC=C(C=C2N1)C(F)(F)F)Cl)S(=O)(=O)CC